5-(4-(4-((tert-butyldimethylsilyloxy)methyl)piperidin-1-yl)phenyl)-4-methyl-2H-1,2,4-triazol-3(4H)-one [Si](C)(C)(C(C)(C)C)OCC1CCN(CC1)C1=CC=C(C=C1)C=1N(C(NN1)=O)C